1-(5-(8-amino-3-(3-hydroxy-3-methylcyclobutyl)-6-methylimidazo[1,5-a]pyrazin-1-yl)-4-fluoroindolin-1-yl)-2-(3-fluorophenyl)-2-hydroxyethanone NC=1C=2N(C=C(N1)C)C(=NC2C=2C(=C1CCN(C1=CC2)C(C(O)C2=CC(=CC=C2)F)=O)F)C2CC(C2)(C)O